ClC(OC1=CC=C(C=C1)NC(=O)C1=CC(=C2C(=C1)N(C(C21CCN(CC1)C)=O)CC1=CC=C(C=C1)OC)C1=CC=NN1)(F)F N-(4-(chlorodifluoromethoxy)phenyl)-1-(4-methoxybenzyl)-1'-methyl-2-oxo-4-(1H-pyrazol-5-yl)spiro[indoline-3,4'-piperidine]-6-carboxamide